OC=1C=C2CC[C@H]([C@H](C2=CC1)C1=CC=C(C=C1)N1CCC(CC1)C=O)C=1C=NC=CC1 1-(4-((1S,2R)-6-hydroxy-2-(pyridin-3-yl)-1,2,3,4-tetrahydronaphthalen-1-yl)phenyl)piperidine-4-carbaldehyde